(2R)-4-[2-(6,6-dimethyl-4,5,6,7-tetrahydro-1H-indazol-3-yl)-1H-indole-6-carbonyl]-2-methylpiperazine-1-carboxylic acid tert-butyl ester C(C)(C)(C)OC(=O)N1[C@@H](CN(CC1)C(=O)C1=CC=C2C=C(NC2=C1)C1=NNC=2CC(CCC12)(C)C)C